N-[4-[(6,7-dimethoxy-1,5-naphthyridin-4-yl)oxy]phenyl]-2-(4-fluorophenyl)-6-methyl-3-oxopyridazine-4-carboxamide COC=1N=C2C(=CC=NC2=CC1OC)OC1=CC=C(C=C1)NC(=O)C=1C(N(N=C(C1)C)C1=CC=C(C=C1)F)=O